6''-((6-aminopyrimidin-4-yl)amino)-8''-methyl-2''H-dispiro[cyclobutane-1,1'-cyclohexane-4',3''-imidazo[1,5-a]pyridine]-1'',5''-dione NC1=CC(=NC=N1)NC1=CC(=C2N(C1=O)C1(NC2=O)CCC2(CC1)CCC2)C